4-phenyl-3,5-dioxan C1(=CC=CC=C1)C1OCCCO1